C(C)(C)C=1C(=NNC1C=1C=C(C=2N(C1)N=CN2)OC)C=2SC(=CN2)C2CCN(CC2)CCC(F)(F)F 2-(4-isopropyl-5-(8-methoxy-[1,2,4]triazolo[1,5-a]pyridin-6-yl)-1H-pyrazol-3-yl)-5-(1-(3,3,3-trifluoropropyl)piperidin-4-yl)thiazole